C1(=CC=CC=C1)NC(=O)NC1=C(C=CC=C1)NS(=O)(=O)C1=CC=CC=C1 N-(2-((phenylcarbamoyl)amino)phenyl)benzenesulfonamide